[Ba].[Tc] technetium barium